N1C(NC(NC1=O)=O)=O 1,3,5-triazine-2,4,6(1H,3H,5H)-trione